N1(C=NC=C1)CCNC1=CC=C(C=C1)C(C)(C)C N-(2-(1H-imidazol-1-yl)ethyl)-4-(tert-butyl)aniline